3-trifluoromethylbicyclo[1.1.1]pentane-1-amine hydrochloride Cl.FC(C12CC(C1)(C2)N)(F)F